N1(C(CCCC1)C(=O)[O-])N1CCCCC1 bipiperidinecarboxylate